[(2R,3S,7S)-7-[5-methyl-6-[1-(trifluoromethyl)cyclopropyl]pyrrolo[2,3-b]pyrazin-3-yl]-3-(3,3,3-trifluoropropyl)azepan-2-yl]methanol CN1C(=CC=2C1=NC(=CN2)[C@@H]2CCC[C@H]([C@@H](N2)CO)CCC(F)(F)F)C2(CC2)C(F)(F)F